C(C)(=O)OC[C@H]([C@H]([C@@H]([C@H](C(=O)C1=CC(=C(C=C1)F)CC1=CC2=C(S1)C=CC=C2)OC(C)=O)OC(C)=O)OC(C)=O)OC(C)=O (2R,3R,4S,5R)-6-(3-(benzo[b]thiophen-2-ylmethyl)-4-fluorophenyl)-6-oxohexane-1,2,3,4,5-penta-yl pentaacetate